3-chloro-N-[3-methyl-4-(1,2,3,6-tetrahydro-pyridin-4-yl)-phenyl]-4-(1,2,3,6-tetrahydro-pyridin-4-yl)-benzamide ClC=1C=C(C(=O)NC2=CC(=C(C=C2)C=2CCNCC2)C)C=CC1C=1CCNCC1